OC12C(=NC3=NC=CC=C3C1=O)N(CC2)C2=CC=CC=C2 3a-Hydroxy-1-phenyl-1H,2H,3H,3aH,4H-pyrrolo[2,3-b]1,8-naphthyridine-4-one